C(#N)N1CC2=C(C=C(C=C2C1)CC1S(CCC(C1)C(=O)N)(=O)=O)C1=CC=C(C=C1)C#N ((2-cyano-7-(4-cyanophenyl)isoindolin-5-yl)methyl)tetrahydro-2H-thiopyran-4-carboxamide 1,1-dioxide